CN1C(CC(CC1(C)C)C(CCCC(C(=O)O)(C(=O)O)CC1=CC(=C(C(=C1)C(C)(C)C)O)C(C)(C)C)C1CC(N(C(C1)(C)C)C)(C)C)(C)C.BrC=1C(=C(C=CC1)C=1C(=NC(=CC1)C)Cl)OC 3-(3-bromo-2-methoxyphenyl)-2-chloro-6-methyl-pyridine bis(1,2,2,6,6-pentamethyl-4-piperidyl)n-butyl-3,5-di-tert-butyl-4-hydroxybenzylmalonate